ClC=1C(=NC(=NC1)NC=1C=C2C(=NNC2=CC1)C1=CC(=C(C=C1)C)Cl)NC1=C(C=CC=C1)P(C)(C)=O (2-((5-Chloro-2-((3-(3-chloro-4-methylphenyl)-1H-indazol-5-yl)amino)pyrimidin-4-yl)amino)phenyl)dimethylphosphine oxide